((1R,5S,6r)-6-(Cyclopropancarbonyl)-3-azabicyclo[3.1.0]hexan-3-yl)(5-isopropyl-1H-pyrazol-3-yl)methanon C1(CC1)C(=O)C1[C@H]2CN(C[C@@H]12)C(=O)C1=NNC(=C1)C(C)C